[Pd].C(C)(C)(C)P(C1=C(C(=CC=C1)OC)OC)C(C)(C)C (di-Tert-Butyl-(2,3-dimethoxyphenyl)phosphine) palladium